4-(4-(m-Tolylsulfonyl)-3,4-dihydro-2H-pyrido[4,3-b][1,4]oxazin-8-yl)benzonitrile C1(=CC(=CC=C1)S(=O)(=O)N1C2=C(OCC1)C(=CN=C2)C2=CC=C(C#N)C=C2)C